Cl.OC1=CC=2C3=CC=CC=C3C(NC2C(=C1)C)=O 2-hydroxy-4-methyl-6(5H)-phenanthridinone hydrochloride